N-(5-Fluoro-6-(4-(2-hydroxycyclopentyl)-1H-imidazol-1-yl)pyridin-3-yl)-2-(5-methyl-3-(trifluoromethyl)-1H-pyrazol-1-yl)acetamide FC=1C=C(C=NC1N1C=NC(=C1)C1C(CCC1)O)NC(CN1N=C(C=C1C)C(F)(F)F)=O